5-(((2,3-bis((9Z,12Z)-octadeca-9,12-dien-1-yloxy)propyl)disulfanyl)methyl)-1H-imidazole C(CCCCCCC\C=C/C\C=C/CCCCC)OC(CSSCC1=CN=CN1)COCCCCCCCC\C=C/C\C=C/CCCCC